2-(3-(3-((4-methyl-4H-1,2,4-triazol-3-yl)methyl)oxetan-3-yl)phenyl)-4-(trifluoromethyl)-2,3-dihydro-1H-pyrrolo[3,4-c]pyridin-1-one CN1C(=NN=C1)CC1(COC1)C=1C=C(C=CC1)N1CC=2C(=NC=CC2C1=O)C(F)(F)F